(4-(5-methyl-3-(trifluoromethyl)-1H-pyrazol-1-yl)phenyl)-4,5,6,7-tetrahydropyrazolo[1,5-a]pyridin-4-amine CC1=CC(=NN1C1=CC=C(C=C1)C1=NN2C(C(CCC2)N)=C1)C(F)(F)F